NC1=NC=2C=C(C(=CC2C2=C1C=NN2C)C(=O)N(C)CC2=NC=C(C=C2)F)C 4-amino-N-((5-fluoro-2-pyridinyl)methyl)-N,1,7-trimethyl-1H-pyrazolo[4,3-c]quinoline-8-carboxamide